hydroxypropyl-vinyl-dipropylene glycol OCCCC(C(COC(C)CO)O)C=C